ClC1=CC=C(C=C1)C=1N(C(N(C1)CC1=NN(C(=N1)[C@H](C)O)C1=C(C=CC=C1)Cl)=O)C[C@@H](C(F)(F)F)O 4-(4-chlorophenyl)-1-((1-(2-chlorophenyl)-5-((S)-1-hydroxyethyl)-1H-1,2,4-triazol-3-yl)methyl)-3-((S)-3,3,3-trifluoro-2-hydroxypropyl)-1,3-dihydro-2H-imidazol-2-one